C(C)N1C=2C3=CN=C(C(O[C@@H](C4=CC(=CC=C4C4=NN(N=C4CC2C=C1)C)F)C)=C3)N (19R)-3-ethyl-16-fluoro-10,19-dimethyl-20-oxa-3,9,10,11,23-pentaazapentacyclo[19.3.1.02,6.08,12.013,18]pentacosa-1(24),2(6),4,8,11,13,15,17,21(25),22-decaen-22-amine